COC(=O)C1=CC=C(C=C1)[C@@H]1CC2(CC(C2)=O)CCN1C(=O)OCC1=CC=CC=C1 benzyl (S)-6-(4-(methoxycarbonyl)phenyl)-2-oxo-7-azaspiro[3.5]nonane-7-carboxylate